5-ethynyl-2-methoxythiazole C(#C)C1=CN=C(S1)OC